O1COC2=C1C=CC(=C2)C=2C(=NC(=CN2)Cl)N2CCC(CC2)C(=O)OCC Ethyl 1-(3-(benzo[d][1,3]dioxol-5-yl)-6-chloropyrazin-2-yl)piperidine-4-carboxylate